6-(1H-indol-6-yl)-5-methyl-1,2,4-triazin-3-amine N1C=CC2=CC=C(C=C12)C1=C(N=C(N=N1)N)C